8-(5-Difluoromethyl-[1,2,3]triazol-1-yl)-3-(5-methyl-thiophen-2-yl)-imidazo[1,2-a]pyridine-6-carboxylic acid ((S)-1-hydrazinocarbonyl-ethyl)-amide N(N)C(=O)[C@H](C)NC(=O)C=1C=C(C=2N(C1)C(=CN2)C=2SC(=CC2)C)N2N=NC=C2C(F)F